N=C1N(NC=CN1)CC(F)F dihydro-3(s)-imino-2-(2,2-difluoroethyl)-1,2,4-triazine